4-({[5-(2-chlorophenyl)-1,3-oxazol-2-yl]methyl}sulfanyl)-1,3,5-triazin-2-amine ClC1=C(C=CC=C1)C1=CN=C(O1)CSC1=NC(=NC=N1)N